(3-methylpyridin-2-yl)(phenyl)phosphine oxide CC=1C(=NC=CC1)P(C1=CC=CC=C1)=O